(S)-4-(3-amino-2-(pyrrolidin-1-yl)propyl)phenol NC[C@H](CC1=CC=C(C=C1)O)N1CCCC1